N-methyl-4-[(3-{4-[(1-methylpiperidin-4-yl)amino]-1-(2,2,2-trifluoroethyl)-1H-indol-2-yl}prop-2-yn-1-yl)amino]benzene-1-sulfonamide CNS(=O)(=O)C1=CC=C(C=C1)NCC#CC=1N(C2=CC=CC(=C2C1)NC1CCN(CC1)C)CC(F)(F)F